(E)-1-(2-hydroxy-5-((4-hydroxy-piperidin-1-yl)methyl)-4-methoxyphenyl)-3-(4-((4-methylpiperidin-1-yl)methyl)phenyl)prop-2-en-1-one OC1=C(C=C(C(=C1)OC)CN1CCC(CC1)O)C(\C=C\C1=CC=C(C=C1)CN1CCC(CC1)C)=O